BrC=1SC(=CC1CCCCCC)Br 2,5-Dibromo-3-hexylthiophene